SC(C(=O)N[C@@H](CS)C(=O)OCCN1C(=NC=C1C)[N+](=O)[O-])(C)C 2-(5-methyl-2-nitro-1H-imidazol-1-yl)ethyl (2-mercapto-2-methylpropanoyl)-L-cysteinate